C(C)(C)(C)OC(=O)N1C=C(C2=CC=CC=C12)CCNC(=O)C 3-(2-Acetaminoethyl)-1H-indole-1-carboxylic acid tert-butyl ester